NC1=NC=C(C2=CC=CC=C12)N1N=CC(=C1C(F)(F)F)C(=O)NC=1C(=NC(=C(C1)C#N)N1N=CC=N1)C 1-(1-aminoisoquinolin-4-yl)-N-(5-cyano-2-methyl-6-(2H-1,2,3-triazol-2-yl)pyridin-3-yl)-5-(trifluoromethyl)-1H-pyrazole-4-carboxamide